5'-Bromo-4'-methyl-1',2'-dihydrospiro[cyclobutane-1,3'-pyrrolo[2,3-b]pyridine] BrC=1C(=C2C(=NC1)NCC21CCC1)C